N[C@@H](CCC(=O)[O-])C(=O)[O-].[Na+].C(C)#N.[Na+] monoacetonitrile sodium glutamate